C(C)N1C[C@H](CC1)NC(=O)N1[C@H]2CN(C[C@@H]1CC2)C2=NC(=NC1=C(C(=CC=C21)C2=CC(=CC1=CC=CC=C21)O)F)OCC2N(CCC2)C (1R,5S)-N-((S)-1-ethylpyrrolidin-3-yl)-3-(8-fluoro-7-(3-hydroxynaphthalen-1-yl)-2-((1-methylpyrrolidin-2-yl)methoxy)quinazolin-4-yl)-3,8-diazabicyclo[3.2.1]octane-8-carboxamide